C[Si](=[Zr](C1C(=CC2=C(C=CC=C12)C1=CC=CC=2C3=CC=CC=C3NC12)C)C1C(=CC2=C(C=CC=C12)C1=CC=CC=2C3=CC=CC=C3NC12)C)C dimethylsilylenebis(2-methyl-4-carbazolylindenyl)zirconium